ClC=1C=C(C=CC1N1N=CC=N1)C1=NN(C(=C1C(=O)N)C(F)(F)F)C=1C=2C3=C(C(NC3=CC1)=O)C=CC2 (3-chloro-4-(2H-1,2,3-triazol-2-yl)phenyl)-1-(2-oxo-1,2-dihydrobenzo[cd]indol-6-yl)-5-(trifluoromethyl)-1H-pyrazole-4-carboxamide